The molecule is an (omega-1)-hydroxy fatty acid ascaroside obtained by formal condensation of the alcoholic hydroxy group of (6R)-6-hydroxyheptanoic acid with ascarylopyranose (the alpha anomer). It is a major component of the dauer pheromone, used by the nematode Caenorhabditis elegans as a population-density signal to promote entry into an alternate larval stage, the nonfeeding and highly persistent dauer diapause. It has also been found in Pristionchus pacificus and the sour paste nematode Panagrellus redivivus. It has a role as a Caenorhabditis elegans metabolite and a pheromone. It is a monocarboxylic acid and an (omega-1)-hydroxy fatty acid ascaroside. It derives from a (6R)-6-hydroxyheptanoic acid. It is a conjugate acid of an ascr#1(1-). C[C@H]1[C@@H](C[C@H]([C@@H](O1)O[C@H](C)CCCCC(=O)O)O)O